Pentahydroxyhexan OC(C(O)(O)O)(CCCC)O